ClC=1C=C(C=CC1)C=1N=C2N(C=C(C=C2C2=CC=CC=C2)C2=CC=CC=C2)C1 2-(3-chlorophenyl)-6,8-diphenylimidazo[1,2-a]pyridine